2-(pyridin-3-yl)-2,6-diazaspiro[3.3]Heptane 2,2,2-trifluoroacetic acid salt FC(C(=O)O)(F)F.N1=CC(=CC=C1)N1CC2(C1)CNC2